OC1=CC=C(C=C1)C(C1=CC(=C(C=C1)O)C(C)C)C1=CC(=C(C=C1)O)C(C)C 4,4'-[(4-Hydroxyphenyl)methylene]bis(2-isopropylphenol)